S1C2=C(C=C1)C=C(C=C2)C2=CCC(CN2C(=O)OC(C)(C)C)C tert-butyl 6-(benzo[b]thiophen-5-yl)-3-methyl-3,4-dihydropyridine-1(2H)-carboxylate